2-(3-bromo-2,6-difluoro-5-(trifluoromethyl)phenyl)-4,4,5,5-tetramethyl-1,3,2-dioxaborolane BrC=1C(=C(C(=C(C1)C(F)(F)F)F)B1OC(C(O1)(C)C)(C)C)F